3-(6-aminopyridin-3-yl)-N-(4-(4-oxo-4-(piperidin-1-yl)butyl)-1-phenyl-1H-imidazol-2-yl)benzamide NC1=CC=C(C=N1)C=1C=C(C(=O)NC=2N(C=C(N2)CCCC(N2CCCCC2)=O)C2=CC=CC=C2)C=CC1